2-(3,3-dimethylbutanoylamino)-4-[2-(2-methylpyrimidin-4-yl)oxyethyl-[4-(5,6,7,8-tetrahydro-1,8-naphthyridin-2-yl)butyl]amino]butanoic acid CC(CC(=O)NC(C(=O)O)CCN(CCCCC1=NC=2NCCCC2C=C1)CCOC1=NC(=NC=C1)C)(C)C